C(C(=C)C)(=O)OCCCCCCCCCCCCOC(C=C)=O 12-(Acryloyloxy)-dodecyl methacrylat